ClC1=CC=C(C=C1)CC(CC(C(C(C(F)(F)F)(F)F)(F)F)(F)F)C1=CC=CC=C1 1-(4-chlorophenyl)-4,4,5,5,6,6,7,7,7-nonafluoro-2-phenylheptane